1-[(3,4-Dichlorophenyl)methyl]-5-methyl-N-{3-[(methylamino)carbonyl]phenyl}-1H-1,2,3-triazole-4-carboxamide ClC=1C=C(C=CC1Cl)CN1N=NC(=C1C)C(=O)NC1=CC(=CC=C1)C(=O)NC